3-(4,6-difluoro-1-oxo-5-(5,6,7,8-tetrahydro-1,8-naphthyridin-2-yl)isoindolin-2-yl)piperidine-2,6-dione FC1=C2CN(C(C2=CC(=C1C1=NC=2NCCCC2C=C1)F)=O)C1C(NC(CC1)=O)=O